sodium beta-eicosyl aminopropionate NC(C(=O)OC(C)CCCCCCCCCCCCCCCCCC)C.[Na]